2,4-bis-(2-ethylhexyloxy)-6-(2-hydroxyphenyl)-1,3,5-triazine C(C)C(COC1=NC(=NC(=N1)OCC(CCCC)CC)C1=C(C=CC=C1)O)CCCC